The molecule is a organic heterotetracyclic compound that is 10H-benzo[b]xanthene-7,10,12-trione substituted by hydroxy groups at positions 6 and 11, methoxy groups at positions 3 and 8 and a methyl group at position 1. It has a role as a fungal metabolite, an antifungal agent and an antibacterial agent. It is an organic heterotetracyclic compound, a polyphenol, an aromatic ether, a cyclic ether and a cyclic ketone. CC1=CC(=CC2=C1C(=O)C3=C(O2)C(=O)C4=C(C3=O)C(=CC(=C4O)OC)O)OC